C(C)C=1C=CC2=C(NC(=N2)C2=CC(=CN2)C(=O)C2=C(C=CC=C2)C(F)(F)F)C1 (5-(6-ethyl-1H-benzo[d]imidazol-2-yl)-1H-pyrrol-3-yl)(2-(trifluoromethyl)phenyl)methanone